3-[6-[3-(6-methyl-2-pyridyl)-1H-pyrazol-4-yl]-1,5-naphthyridin-3-yl]pyridin-2-ol CC1=CC=CC(=N1)C1=NNC=C1C=1N=C2C=C(C=NC2=CC1)C=1C(=NC=CC1)O